5-((3-((4-chloro-1-methyl-1H-pyrazol-5-yl)methyl)-1,1-dimethylisoindolin-2-yl)methyl)-1H-benzo[d][1,2,3]triazole ClC=1C=NN(C1CC1N(C(C2=CC=CC=C12)(C)C)CC1=CC2=C(NN=N2)C=C1)C